C(CCCCCCCCC)OC1=CC(=CC=C1)CCCCCCCCCCCCCCC 1-(decyloxy)-3-pentadecylbenzene